ClC=1C(=C(C(=CC1)CN1CCN(CC1)C(=O)OC(C(F)(F)F)C(F)(F)F)N1CCC(CC1)C(=O)O)F 1-(3-Chloro-2-fluoro-6-((4-(((1,1,1,3,3,3-hexafluoropropan-2-yl)oxy)carbonyl)piperazin-1-yl)methyl)phenyl)piperidine-4-carboxylic acid